5-methoxyisoindoline-1,3-dione COC=1C=C2C(NC(C2=CC1)=O)=O